FC1=C(CN2C(N(N=C2)C2=CC(=C(C=C2)OC2=CC(=NC=C2F)N2CC(C2)(C)NCC)F)=O)C(=CC=C1)F 4-(2,6-difluorobenzyl)-2-(4-((2-(3-(ethylamino)-3-methylazetidin-1-yl)-5-fluoropyridin-4-yl)oxy)-3-fluorophenyl)-2,4-dihydro-3H-1,2,4-triazol-3-one